C1(CC1)N1C(=NOC1(C)C)C1[C@H]2CN(C[C@@H]12)C(=O)OC(C)(C)C tert-butyl (1R,5S,6r)-6-(4-cyclopropyl-5,5-dimethyl-4,5-dihydro-1,2,4-oxadiazol-3-yl)-3-azabicyclo[3.1.0]hexane-3-carboxylate